5-bromo-3,4-dihydro-1H-2,7-naphthyridine-2-carboxylic acid tert-butyl ester C(C)(C)(C)OC(=O)N1CC2=CN=CC(=C2CC1)Br